ClC=1C(=NN(C1)CC=1C=NC(=C(C1)C1=CC(=CC=C1)Cl)OCC)CO 4-Chloro-1-{[5-(3-chlorophenyl)-6-ethoxypyridin-3-yl]methyl}-1H-pyrazol-3-ylmethanol